2-ethyl-N-(3-(4-fluorophenyl)propyl)-6-methylthieno[2,3-d]pyrimidin-4-amine C(C)C=1N=C(C2=C(N1)SC(=C2)C)NCCCC2=CC=C(C=C2)F